C(C1=CC(C(=O)O)=CC=C1)(=O)O.[Ca] calcium isophthalic acid